1-[3-(1-hydroxy-2-methoxy-ethyl)-6-[5-[(6-methylpyridazin-3-yl)amino]benzimidazol-1-yl]-2-pyridyl]-5-methyl-pyrazole-3-carbonitrile OC(COC)C=1C(=NC(=CC1)N1C=NC2=C1C=CC(=C2)NC=2N=NC(=CC2)C)N2N=C(C=C2C)C#N